2,20-dimethyl-4,7,15,18-tetraoxo-3,8,11,14,19-pentaazaheneicosane CC(C)NC(CCC(NCCNCCNC(CCC(NC(C)C)=O)=O)=O)=O